NC=1N=C(SC1C(C1=CC=C(C=C1)OCC(=O)N(C)CCCN(C)C)=O)N(C1=CC=C(C=C1)F)C(C(=O)N)C (N-[4-amino-5-[4-[2-[3-(dimethylamino)propyl-methyl-amino]-2-oxo-ethoxy]benzoyl]thiazol-2-yl]-4-fluoro-anilino)propanamide